N1N=C(C=C1)CS(=O)(=O)N 1H-pyrazol-3-yl-methanesulfonamide